1,17-heptadecanedioic acid C(CCCCCCCCCCCCCCCC(=O)O)(=O)O